BrC1=C(C=C2C(=NC(=NC2=C1F)F)N1[C@H](CN(CC1)C(=O)OC(C)(C)C)C)Cl tert-butyl (S)-4-(7-bromo-6-chloro-2,8-difluoroquinazolin-4-yl)-3-methylpiperazine-1-carboxylate